(1,3-dioxoisoindol-2-yl)azanide O=C1N(C(C2=CC=CC=C12)=O)[NH-]